1-(1-benzylcyclopropyl)methanamine C(C1=CC=CC=C1)C1(CC1)CN